C[C@@H]1CN(CCC1)C(=O)C=1C=C2C(=NC1)N(C=C2)C=2C=CC(=NC2)C(=O)N (S)-5-(5-(3-methylpiperidine-1-carbonyl)-1H-pyrrolo[2,3-b]pyridin-1-yl)picolinamide